C(C)(C)(C)OC(=O)\N=C/1\N(C(C[C@](N1)(CCCC=C)CC)=O)[C@@H]1CCOC2=CC=C(C=C12)C(=O)OC methyl (R)-4-((R,E)-2-((tert-butoxycarbonyl)imino)-4-ethyl-6-oxo-4-(pent-4-en-1-yl)tetrahydropyrimidin-1(2H)-yl)chromane-6-carboxylate